9-trifluoromethylbenzo[f]Isoquinoline FC(C=1C=CC2=C(C=3C=CN=CC3C=C2)C1)(F)F